titanium-ruthenium-manganese [Mn].[Ru].[Ti]